C1(C2(CC3=CC=CC=C13)CCCCC2)N 1',3'-dihydrospiro[cyclohexane-1,2'-inden]-1'-amine